The molecule is a steroid sulfate. It has a role as an EC 2.7.1.33 (pantothenate kinase) inhibitor and a human metabolite. It derives from a pregnenolone. It is a conjugate acid of a pregnenolone sulfate(1-). CC(=O)[C@H]1CC[C@@H]2[C@@]1(CC[C@H]3[C@H]2CC=C4[C@@]3(CC[C@@H](C4)OS(=O)(=O)O)C)C